ethyl 5-(2-amino-6-(4-fluorophenyl)-5-(4-methylquinazolin-6-yl) pyridin-3-yl)-1,3,4-oxadiazole-2-carboxylate NC1=NC(=C(C=C1C1=NN=C(O1)C(=O)OCC)C=1C=C2C(=NC=NC2=CC1)C)C1=CC=C(C=C1)F